CC1=CC=C(C=C1)S(=O)(=O)ON1C(CCC1=O)=O N-(4-toluenesulfonyloxy)succinimide